ClC=1C=CC2=C(N(CN(S2(=O)=O)[C@@H]([C@H](C)C2=C(C(=CC=C2F)C)C)C2=NNC(O2)=O)C2CCN(CC2)C)C1 5-((1S,2R)-1-(6-chloro-4-(1-methylpiperidin-4-yl)-1,1-dioxido-3,4-dihydro-2H-benzo[e][1,2,4]thiadiazin-2-yl)-2-(6-fluoro-2,3-dimethylphenyl)propyl)-1,3,4-oxadiazol-2(3H)-one